6-{[benzyl(cyclopropyl)amino]methyl}-1,2,3,4-tetrahydropyrimidine-2,4-dione C(C1=CC=CC=C1)N(C1CC1)CC1=CC(NC(N1)=O)=O